tert-butyl 4-{2-bromo-5-ethyl-7-oxo-4H-[1,2,4]triazolo[1,5-a]pyrimidin-6-yl}piperazine-1-carboxylate BrC1=NN2C(NC(=C(C2=O)N2CCN(CC2)C(=O)OC(C)(C)C)CC)=N1